((1-benzyl-5-methyl-1,2,5,6-tetrahydropyridin-3-yl)imino)diethyl-λ6-sulfane C(C1=CC=CC=C1)N1CC(=CC(C1)C)N=[SH2](CC)CC